ClC=1C=C(C(=O)N2CC=3N(CC2)C(N(C3C(=O)NCC3=C(C=CC=C3)OC)C3=CC=C(C=C3)OC)=O)C=CC1Cl 7-(3,4-dichlorobenzoyl)-2-(4-methoxyphenyl)-N-[(2-methoxyphenyl)methyl]-3-oxo-6,8-dihydro-5H-imidazo[1,5-a]pyrazine-1-carboxamide